C[C@]1(NCCC1)C1=NC2=C(N1)C=CC=C2C(=O)N 2-((R)-2-Methylpyrrolidin-2-yl)-1H-benzimidazole-4-carboxamide